acryloxypropyl-dimethylbenzyloxysilane C(C=C)(=O)OCCC[Si](OCC1=CC=CC=C1)(C)C